3-Chloro-2,5,6-trifluoropyridin ClC=1C(=NC(=C(C1)F)F)F